FC(F)SC1=C(C=C2C(=CC=CN12)N[C@H]1[C@H](CN(CC1)C)F)C#CCNC1=C(C=C(C(=O)NC)C=C1)OC 4-[(3-{3-[(difluoromethyl)sulfanyl]-8-{[(3S,4R)-3-fluoro-1-methylpiperidin-4-yl]amino}indolizin-2-yl}prop-2-yn-1-yl)amino]-3-methoxy-N-methylbenzamide